7-(3-(N-(3-phenylisothiazol-4-yl)sulfamoyl)phenyl)heptanoic acid C1(=CC=CC=C1)C1=NSC=C1NS(=O)(=O)C=1C=C(C=CC1)CCCCCCC(=O)O